O=C1NC(CCC1N1C(C2=C3C(C=CC=C13)=C(C=C2)CC2=CC=C(C#N)C=C2)=O)=O 4-[[1-(2,6-dioxo-3-piperidyl)-2-oxo-benzo[cd]indol-5-yl]methyl]benzonitrile